N-benzo[d]thiazol-2-yl-N''-(2-methoxyaniline-carbonyl)-guanidine S1C(=NC2=C1C=CC=C2)NC(=NC(=O)NC2=C(C=CC=C2)OC)N